CC(C(C)C1OC2=C(C(N1)=O)C=CC=C2)C 2-(3-methylbutan-2-yl)-2,3-dihydro-4H-benzo[e][1,3]oxazin-4-one